Diammonium hydrogenphosphat P(=O)(O)([O-])[O-].[NH4+].[NH4+]